[Cl-].OCC[N+](C)(C)C.C(C(=O)O)(=O)O oxalic acid choline chloride